(4-(aminomethyl)-1-(5-(2-methoxy-4-methylphenyl)imidazo[2,1-b][1,3,4]thiadiazol-2-yl)piperidin-4-yl)methanol NCC1(CCN(CC1)C1=NN2C(S1)=NC=C2C2=C(C=C(C=C2)C)OC)CO